(1S,3S)-3-((6-(3-((((benzyloxy)carbonyl)(methyl)amino)methyl)-5-Chlorothiophen-2-yl)-2-methylpyridin-3-yl)oxy)-cyclohexane-1-carboxylic acid methyl ester COC(=O)[C@@H]1C[C@H](CCC1)OC=1C(=NC(=CC1)C=1SC(=CC1CN(C)C(=O)OCC1=CC=CC=C1)Cl)C